tert-butyl 4-(3-(2-(trifluoromethyl)-10H-phenothiazin-10-yl)propyl)piperazine-1-carboxylate FC(C1=CC=2N(C3=CC=CC=C3SC2C=C1)CCCN1CCN(CC1)C(=O)OC(C)(C)C)(F)F